N-(2,3-difluoro-4-((3-(2-(((3S,5R)-5-fluoro-5-methylpiperidin-3-yl)amino)pyrimidin-4-yl)pyridin-2-yl)oxy)phenyl)-1-phenylmethanesulfonamide FC1=C(C=CC(=C1F)OC1=NC=CC=C1C1=NC(=NC=C1)N[C@@H]1CNC[C@](C1)(C)F)NS(=O)(=O)CC1=CC=CC=C1